COC1=CC=C(C=C1)C=1C2=CC=C(N2)C(=C2C=CC(C(=C3C=CC(=C(C=4C=CC1N4)C4=CC=C(C=C4)OC)N3)C3=CC=C(C=C3)OC)=N2)C2=CC=C(C=C2)OC.[Co+2] cobalt (II) 5,10,15,20-tetrakis(4-methoxyphenyl)-21h,23h-porphyrin